O(C1=CC=CC=C1)C1=NC=CC(=N1)C1=NC=2N(C(=C1)N1CCOCC1)N=C(C2)C2=CC=NC=C2 (5-(2-phenoxypyrimidin-4-yl)-2-(pyridin-4-yl)pyrazolo[1,5-a]pyrimidin-7-yl)morpholine